methyl 5-((1-(tert-butoxycarbonyl)piperidin-4-yl)amino)pyrazine-2-carboxylate C(C)(C)(C)OC(=O)N1CCC(CC1)NC=1N=CC(=NC1)C(=O)OC